N-Trichloromethylthio-4-cyclohexen-1,2-dicarboximide ClC(SN1C(=O)C2C(CC=CC2)C1=O)(Cl)Cl